4-{4-[3-(difluoromethoxy)-4-formylphenyl]-1H-pyrazol-1-yl}-3-methylbenzonitrile FC(OC=1C=C(C=CC1C=O)C=1C=NN(C1)C1=C(C=C(C#N)C=C1)C)F